1-(1-butylpiperidin-4-yl)-N-((5-(5-(difluoromethyl)-1,3,4-oxadiazol-2-yl)pyridin-2-yl)methyl)-3-fluoro-N-phenylazetidin-3-carboxamide C(CCC)N1CCC(CC1)N1CC(C1)(C(=O)N(C1=CC=CC=C1)CC1=NC=C(C=C1)C=1OC(=NN1)C(F)F)F